tert-butyl 4-(7-(1-methyl-1H-pyrazol-4-yl)imidazo[1,2-a]pyridin-3-yl)piperazine-1-carboxylate CN1N=CC(=C1)C1=CC=2N(C=C1)C(=CN2)N2CCN(CC2)C(=O)OC(C)(C)C